ClC(C(=O)C1=CC=CC=C1)(Cl)Cl trichloroacetophenone